1-Nonylimidazole C(CCCCCCCC)N1C=NC=C1